(R)-4-(2-((2-(3-Fluorophenyl)-2-hydroxyethyl)amino)-2-methyl-propyl)-N-methylpiperidine-1-carboxamide FC=1C=C(C=CC1)[C@H](CNC(CC1CCN(CC1)C(=O)NC)(C)C)O